perfluoroacrylic acid FC(C(=O)O)=C(F)F